NC=1C=2N(C=CN1)C(=NC2Br)[C@H]2N(CCC2)C(=O)OC(C)(C)C tert-butyl (S)-2-(8-amino-1-bromoimidazo[1,5-a]pyrazin-3-yl)-pyrrolidine-1-carboxylate